(6R,7R)-3-[(acetoxy)methyl]-7-[2-(2-aminothiazol-4-yl)-2-(methoxyimino)acetamido]-8-oxo-5-thia-1-azabicyclo[4.2.0]oct-2-ene-2-carboxylic acid sodium salt [Na+].C(C)(=O)OCC1=C(N2C([C@H]([C@H]2SC1)NC(C(=NOC)C=1N=C(SC1)N)=O)=O)C(=O)[O-]